4-(4-methylpiperazin-1-yl)-6-(5-((4-methylpiperazin-1-yl)methyl)-1H-pyrrolo[2,3-b]pyridin-3-yl)quinazoline CN1CCN(CC1)C1=NC=NC2=CC=C(C=C12)C1=CNC2=NC=C(C=C21)CN2CCN(CC2)C